(5R)-3-bromo-5-[4-methyl-3-[[4-(trifluoromethyl)-2-pyridyl]oxy]phenyl]-4,5-dihydroisoxazole BrC1=NO[C@H](C1)C1=CC(=C(C=C1)C)OC1=NC=CC(=C1)C(F)(F)F